4-(((2-(methoxy-d3)-5-nitro-3-phenylpyridin-4-yl)amino)methyl)benzenesulfonamide C(OC1=NC=C(C(=C1C1=CC=CC=C1)NCC1=CC=C(C=C1)S(=O)(=O)N)[N+](=O)[O-])([2H])([2H])[2H]